tert-butyl 3-[(2-nitrophenyl)methoxy]azetidine-1-carboxylate [N+](=O)([O-])C1=C(C=CC=C1)COC1CN(C1)C(=O)OC(C)(C)C